7-ethoxy-3-(3-fluoro-4-((4-methylpyrimidin-2-yl)oxy)phenyl)-2-iodo-1-methyl-1H-pyrrolo[2,3-d]pyridazin-4-amine C(C)OC=1N=NC(=C2C1N(C(=C2C2=CC(=C(C=C2)OC2=NC=CC(=N2)C)F)I)C)N